C1(=CC=CC=C1)[S+](C1=CC=CC=C1)C1=CC=CC=C1.FC(C(C(C(F)(F)F)(F)F)(F)F)(S(=O)(=O)[O-])F perfluorobutyl-sulfonic acid triphenylsulfonium salt